3-(4-(piperidin-1-yl)-3-(1-(2,2,2-trifluoroethyl)-1H-indazole-3-carboxamido)benzamido)benzoic acid N1(CCCCC1)C1=C(C=C(C(=O)NC=2C=C(C(=O)O)C=CC2)C=C1)NC(=O)C1=NN(C2=CC=CC=C12)CC(F)(F)F